cadmium telluride mercury [Hg+].[Te-2].[Cd+2]